N2-(1-methylpiperidin-4-yl)-5-(prop-1-en-2-yl)pyrido[2,3-d]pyrimidine-2,4-diamine CN1CCC(CC1)NC=1N=C(C2=C(N1)N=CC=C2C(=C)C)N